F[C@@H]1CN(CC[C@@H]1NC1=NN2C(C(=N1)OC)=C(C=C2)C=2C=C1N=CC=NC1=CC2)C2COC2 N-((3R,4S)-3-fluoro-1-(oxetan-3-yl)piperidin-4-yl)-4-methoxy-5-(quinoxalin-6-yl)pyrrolo[2,1-f][1,2,4]triazin-2-amine